tert-Butyl 1-((S)-4-((S)-2-((((3-chlorobenzyl)oxy)carbonyl)amino)-3-cyclohexylpropanamido)-5-oxopentanoyl)-1,2,3,5-tetrahydro-4H-benzo[e][1,4]diazepine-4-carboxylate ClC=1C=C(COC(=O)N[C@H](C(=O)N[C@@H](CCC(=O)N2CCN(CC3=C2C=CC=C3)C(=O)OC(C)(C)C)C=O)CC3CCCCC3)C=CC1